gold German [GeH4].[Au]